NCCCC(=O)OC methyl (R)-4-amino-butanoate